Lithium zinc borate B([O-])([O-])[O-].[Zn+2].[Li+]